BrC1=C(C(=CC=C1)C)NC(=O)C=1C(=NC(=NC1)NC1=CC=C(C=C1)N1CCN(CC1)C)NC1CCC1 N-(2-bromo-6-methylphenyl)-4-(cyclobutylamino)-2-((4-(4-methylpiperazin-1-yl)phenyl)amino)pyrimidine-5-carboxamide